5-(2,2-difluorovinyl)-9,11-difluoro-5-methylindolo[2,1-a]isoquinolin-6(5H)-one FC(=CC1(C(N2C(C=3C=CC=CC13)=CC=1C(=CC(=CC12)F)F)=O)C)F